CC1=C(C(=S)NC=2C=CC3=C(C(=CS3)C3CCN4CCCCC4CC3)C2)C=CC=C1 5-(2-methylthiobenzoyl)amino-3-(1-azabicyclo[5.4.0]undecan-4-yl)-benzothiophene